tert-butyl (2S)-2-[(1S)-1-{[7-(1-tert-butyl-1H-pyrazol-4-yl)quinolin-5-yl]oxy}ethyl]morpholine-4-carboxylate C(C)(C)(C)N1N=CC(=C1)C1=CC(=C2C=CC=NC2=C1)O[C@@H](C)[C@@H]1CN(CCO1)C(=O)OC(C)(C)C